N-(3-methoxy-4-(1H-pyrrolo[2,3-b]pyridin-5-yl)phenyl)-1-methyl-2-oxo-1,2-dihydropyridine-3-carboxamide COC=1C=C(C=CC1C=1C=C2C(=NC1)NC=C2)NC(=O)C=2C(N(C=CC2)C)=O